(S)-benzyl 2-(5-bromo-6-(tert-butoxycarbonyl)pyridin-2-yl)-6-(3-((tert-butoxycarbonyl)amino)pyrrolidin-1-yl)-1,2,3,4-tetrahydroisoquinoline-8-carboxylate BrC=1C=CC(=NC1C(=O)OC(C)(C)C)N1CC2=C(C=C(C=C2CC1)N1C[C@H](CC1)NC(=O)OC(C)(C)C)C(=O)OCC1=CC=CC=C1